Benzyl (4S)-4-((tert-butoxycarbonyl)amino)-2,6-dimethyl-3-oxoheptanoate C(C)(C)(C)OC(=O)N[C@H](C(C(C(=O)OCC1=CC=CC=C1)C)=O)CC(C)C